rel-1-(4-((1R,2S)-6-(tert-butoxy)-2-phenyl-1,2,3,4-tetrahydronaphthalen-1-yl)phenyl)-4-(dimethoxymethyl)piperidine C(C)(C)(C)OC=1C=C2CC[C@@H]([C@@H](C2=CC1)C1=CC=C(C=C1)N1CCC(CC1)C(OC)OC)C1=CC=CC=C1 |o1:10,11|